[N+](=O)([O-])C1=CC=C2C=CC=NC2=C1 7-nitroquinoline